C(#N)C(C(=O)NC(OCC)=O)=NNC1=CC(=C(C(=C1)Cl)OC=1C=C2CCN(C(C2=CC1)=O)CC1=C(C=CC(=C1)F)C)Cl ethyl (2-cyano-2-(2-(3,5-dichloro-4-((2-(5-fluoro-2-methylbenzyl)-1-oxo-1,2,3,4-tetrahydroisoquinolin-6-yl)oxy)phenyl)hydrazono)acetyl)carbamate